2-[((2-fluoro-4-iodophenyl)amino)thieno[2,3-b]pyridin-3-yl]-[(3S)-3-(hydroxymethyl)-morpholin-4-yl]-methanone FC1=C(C=CC(=C1)I)NC1=C(C=2C(=NC=CC2)S1)C1[C@@H](N(CCO1)C=O)CO